NC1=C(C(=O)O)C=CC(=C1)C(=O)O ortho-aminoterephthalic acid